C1(=CC=CC=C1)C=1C=CC=2N(N1)C=NN2 6-Phenyl[1,2,4]Triazolo[4,3-B]Pyridazin